FC(C1=CC=C(C=C1)C=1N=C2C(=NC1)C(=NC=C2)C=2SC1=C(C2)C=CC=C1)(F)F 2-(4-trifluoromethylphenyl)-5-(2-benzothienyl)pyrido[3,4-b]pyrazine